(3R)-7-[5-(3-acetyl-3-azabicyclo[4.1.0]heptan-1-yl)-1,3,4-oxadiazol-2-yl]-3-amino-5-[(4-chlorophenyl)methyl]-8-fluoro-1,1-dioxo-2,3-dihydro-1λ6,5-benzo-thiazepin-4-one C(C)(=O)N1CC2(CC2CC1)C1=NN=C(O1)C=1C(=CC2=C(N(C([C@H](CS2(=O)=O)N)=O)CC2=CC=C(C=C2)Cl)C1)F